(E)-2-(4-fluorophenoxy)-N-(2-(3-(hydroxyamino)-3-oxoprop-1-en-1-yl)phenyl)benzamide FC1=CC=C(OC2=C(C(=O)NC3=C(C=CC=C3)\C=C\C(=O)NO)C=CC=C2)C=C1